N(=NC(=O)N1CCCCC1)C(=O)N1CCCCC1 1,1'-(azodicarbonyl)dipiperidin